The molecule is an aromatic ketone that is propiophenone substituted by acetoxy groups at positions 1 and 2 and methoxy groups at positions 3' and 4' respectively. It is an aromatic ketone, a dimethoxybenzene and an acetate ester. It derives from a propiophenone. CC(=O)OCC(C(=O)C1=CC(=C(C=C1)OC)OC)OC(=O)C